CC=1C(=C(C=CC1)C(C)(C)OOC(C)(C)C)C dimethyl-(tert-butylperoxyisopropyl)benzene